S(=O)(=O)([O-])[O-].C(CCCCCCCCCCCCCCCCC)OCC[N+](C)(CCO)CCOCCCCCCCCCCCCCCCCCC.C(CCCCCCCCCCCCCCCCC)OCC[N+](CCOCCCCCCCCCCCCCCCCCC)(CCO)C N,N-bis(stearyloxy-ethyl)N-(2-hydroxyethyl)N-methylammonium sulfate